4-(2-ethylhexyl)-4H-dithieno[3,2-b:2',3'-d]pyrrole C(C)C(CN1C2=C(C3=C1C=CS3)SC=C2)CCCC